(R)-5,5-difluoro-N1-phenylhexane-1,2-diamine FC(CC[C@H](CNC1=CC=CC=C1)N)(C)F